6-ETHOXYPYRIDINE-2-CARBOXALDEHYDE C(C)OC1=CC=CC(=N1)C=O